ClC1=C(CO[C@@H]2CC[C@H](CC2)C(=O)NCC2=C(C(=C(C=C2)C(F)(F)F)C=2NC(C=C(N2)C)=O)F)C=CC=C1 trans-4-[(2-chlorobenzyl)oxy]-N-[2-fluoro-3-(4-methyl-6-oxo-1,6-dihydropyrimidin-2-yl)-4-(trifluoromethyl)benzyl]cyclohexane-1-carboxamide